4,6-bis(4-biphenylyl)-2-[3-(4,4,5,5-tetramethyl-1,3,2-dioxaborolan-2-yl)-5-chlorobiphenyl-3-yl]-pyrimidine C1(=CC=C(C=C1)C1=NC(=NC(=C1)C1=CC=C(C=C1)C1=CC=CC=C1)C1(CC(=CC(=C1)Cl)C1=CC=CC=C1)B1OC(C(O1)(C)C)(C)C)C1=CC=CC=C1